ClC=1C=C(C=C(C1OC1=NN(C(C2=CC=CC=C12)=O)C)Cl)NC(=O)C1=NOC(N1)=O N-(3,5-dichloro-4-((3-methyl-4-oxo-3,4-dihydro-phthalazin-1-yl)oxy)phenyl)-5-oxo-4,5-dihydro-1,2,4-oxadiazole-3-carboxamide